O=C1NCCC=C1 2-oxo-1,2,5,6-tetrahydropyridine